Benzyl (4R)-4-(tert-butoxycarbonylamino)-5-[[(1S)-2-methoxy-1-methyl-2-oxo-ethyl] amino]-5-oxo-pentanoate C(C)(C)(C)OC(=O)N[C@H](CCC(=O)OCC1=CC=CC=C1)C(=O)N[C@H](C(=O)OC)C